5-(tert-butyl)-N-(4-(2-((1R,2S)-2-fluorocyclopropane-1-carboxamido)pyridin-4-yl)-2-methylbenzyl)-1,2,4-oxadiazole-3-carboxamide C(C)(C)(C)C1=NC(=NO1)C(=O)NCC1=C(C=C(C=C1)C1=CC(=NC=C1)NC(=O)[C@@H]1[C@H](C1)F)C